(S)-1-amino-N-(1-(pyridin-2-yl)ethyl)benzo[4,5]imidazo[1,2-a]pyrazine-3-carboxamide NC=1C=2N(C=C(N1)C(=O)N[C@@H](C)C1=NC=CC=C1)C1=C(N2)C=CC=C1